N-(6'-(Difluoromethoxy)-6-methoxy-[2,3'-bipyridin]-5-yl)-5-methyl-3-phenyl-isoxazole-4-carboxamide FC(OC1=CC=C(C=N1)C1=NC(=C(C=C1)NC(=O)C=1C(=NOC1C)C1=CC=CC=C1)OC)F